dinitrogen N#N